1,1'-(2,2'-dimethyl[1,1'-biphenyl]-4,4'-diyl)bis{4-amino-2-hydroxy-3-[(E)-diazenyl]naphthalene-1-sulfonic acid} CC1=C(C=CC(=C1)C1(C(C(=C(C2=CC=CC=C12)N)\N=N\[H])O)S(=O)(=O)O)C1=C(C=C(C=C1)C1(C(C(=C(C2=CC=CC=C12)N)\N=N\[H])O)S(=O)(=O)O)C